FC1=CC2=C(C(=NO2)C2CCN(CC2)CCCCOC2CC(N3C4=C(C=CC=C24)CCC3)=O)C=C1 (4-(4-(6-fluorobenzo[d]isoxazol-3-yl)piperidin-1-yl)butoxy)-1,2,6,7-tetrahydropyrido[3,2,1-ij]quinolin-3(5H)-one